FC=1C=CC2=C(OC3=C2C(C2=CC=C(C=C2C3(C)C)OC[C@H]([C@@H](CO)O)O)=O)C1 3-Fluoro-6,6-dimethyl-8-((2R,3R)-2,3,4-trihydroxy-butoxy)-6H-benzo[b]naphtho[2,3-d]furan-11-one